5-((7-((2S,4R)-4-amino-2-phenylpiperidine-1-carbonyl)-7-azaspiro[4.5]dec-10-yl)methyl)-1-cyclopropyl-1,5-dihydro-4H-pyrazolo[3,4-d]pyrimidin-4-one N[C@H]1C[C@H](N(CC1)C(=O)N1CC2(CCCC2)C(CC1)CN1C=NC2=C(C1=O)C=NN2C2CC2)C2=CC=CC=C2